ClC=1C=C(C=CC1)C(C(F)(F)F)=O 3'-chloro-2,2,2-trifluoroacetophenone